Benzo[d][1,3]dioxole-5-sulfonyl azide O1COC2=C1C=CC(=C2)S(=O)(=O)N=[N+]=[N-]